COC=1C=C2C=CN=C(C2=CC1)CN(CCCCN)CC1=NC=CC=C1C N1-((6-Methoxyisoquinolin-1-yl)methyl)-N1-((3-methylpyridin-2-yl)methyl)butane-1,4-diamine